(+)-5-[1-(3-fluorobenzyl)-4-methylpyrrolidin-3-yl]-3-(tetrahydro-2H-pyran-4-yl)-1H-pyrazolo[4,3-d]pyrimidin-7(6H)-one FC=1C=C(CN2CC(C(C2)C)C=2NC(C3=C(N2)C(=NN3)C3CCOCC3)=O)C=CC1